C(N)(=O)C1=CC(=C(C=C1)C1=CC(=CC=C1)CN1C2(CC(C1)C2)C(=O)NC2(CC2)C2=CC=C(C(=O)O)C=C2)C 4-(1-(2-((4'-carbamoyl-2'-methyl-[1,1'-biphenyl]-3-yl)methyl)-2-azabicyclo[2.1.1]hexane-1-carboxamido)cyclopropyl)benzoic acid